ClC=1C(=C(CNC2=NS(C3=C(N2)C(=C(C=C3)F)OC3=C(C=CC=C3)Cl)(=O)=O)C=CC1)F 3-((3-chloro-2-fluorobenzyl)amino)-5-(2-chlorophenoxy)-6-fluoro-4H-benzo[e][1,2,4]thiadiazine 1,1-dioxide